BrC=1C(=CC2=C(N(N=N2)C2=CC=C(C=C2)OC(C)C)C1)OC 6-bromo-1-(4-isopropoxyphenyl)-5-methoxy-1H-benzo[d][1,2,3]triazole